CC1(OC=2C=C(C=C(C2[C@H]2[C@H]1CC=C(C2)C)O)C2=CC=C(C=C2)CCC)C (6Ar,10aR)-6,6,9-trimethyl-3-(4-propylphenyl)-6a,7,10,10a-tetrahydrobenzo[c]chromen-1-ol